CC1(N2C=CC=C2C(CC1)=O)C(=O)NC=1SC(=CN1)C1=CC(=CC=C1)OC(F)(F)F 5-methyl-8-oxo-N-[5-[3-(trifluoromethoxy)phenyl]thiazol-2-yl]-6,7-dihydroindolizine-5-carboxamide